NCC=1C=C(C=CC1)N1N=C(C=C1C(=O)NC1=CC(=CC=C1)C(C1=CC=CC=C1)=O)C(F)(F)F 1-(3-(aminomethyl)phenyl)-N-(3-benzoylphenyl)-3-(trifluoromethyl)-1H-pyrazole-5-carboxamide